tert-butyl 3-[{5-carbamoyl-1-[4-(2-fluorophenoxy)phenyl]-4-nitro-1H-pyrazol-3-yl}(prop-2-en-1-yl)amino]azetidine-1-carboxylate C(N)(=O)C1=C(C(=NN1C1=CC=C(C=C1)OC1=C(C=CC=C1)F)N(C1CN(C1)C(=O)OC(C)(C)C)CC=C)[N+](=O)[O-]